COC=1C=C(C=CC1OC)C1=NC(=C2N=C(N(C2=N1)C)C1=CC=NC=C1)N1CCOCC1 4-(2-(3,4-dimethoxyphenyl)-9-methyl-8-(pyridin-4-yl)-9H-purin-6-yl)morpholine